3-amino-N,N-dimethylfuran-2-carboxamide NC1=C(OC=C1)C(=O)N(C)C